C1=C(C=CC2=CC=CC=C12)N(C1=CC=C(C=C1)C1=CC=C(C=C1)N(C1=CC=CC=C1)C1=CC2=CC=CC=C2C=C1)C1=CC=CC=C1 N,N'-bis(naphthalen-2-yl)-N,N'-di(phenyl)biphenyl-4,4'-diamine